F[C@H]1C[C@H](N(C1)C(CN1C[C@H](CC1)NC=1C=C2C=CC=NC2=C(C1)F)=O)C#N (2S,4S)-4-fluoro-1-[2-[(3S)-3-[(8-fluoro-6-quinolinyl)amino]pyrrolidin-1-yl]acetyl]pyrrolidine-2-carbonitrile